C(CCC)N(C(=O)C1=CC2=CC=CC=C2C(=C1O)N=NC1=C(C=C(C=C1)[N+](=O)[O-])O)CCO N-butyl-3-hydroxy-4-((2-hydroxy-4-nitrophenyl)diazenyl)-N-(2-hydroxyethyl)-2-naphthamide